CN(C1CCC(CC1)N1C(NC2=C1C=C(C(=C2)C=2C=C(C=1N(C2)N=CN1)C)C)=O)C 1-((1R,4R)-4-(dimethylamino)cyclohexyl)-6-methyl-5-(8-methyl-[1,2,4]triazolo[1,5-a]pyridin-6-yl)-1,3-dihydro-2H-benzo[d]imidazol-2-one